C(C)(=O)[C@@]1([C@H]([C@@H](O[C@@H]1C(O)C(C)=O)N1C(=O)NC(=O)C=C1)O)O 3',5'-diacetyluridine